OC1=C(C(=O)[O-])C=CC(=C1)O.[Cu+2].OC1=C(C(=O)[O-])C=CC(=C1)O Copper 2,4-dihydroxybenzoate